3-(7-methoxy-2,3-dihydrobenzofuran-5-yl)-5-(3-bromophenyl)isoxazole COC1=CC(=CC=2CCOC21)C2=NOC(=C2)C2=CC(=CC=C2)Br